diethyl-sulphonic acid C(C)OS(=O)(=O)CC